C(C)(C)(C)[C@@]1(COCC2=C1NC(C1=C2C=C(S1)C=1C=NNC1)=O)O |r| racemic-4-(tert-butyl)-4-hydroxy-8-(1H-pyrazol-4-yl)-3,4-dihydro-1H-pyrano[4,3-b]thieno[3,2-d]pyridin-6(5H)-one